2-(4-(indolin-5-ylsulfonyl)piperazin-1-yl)-6-methylpyrimidine-4-carbonitrile N1CCC2=CC(=CC=C12)S(=O)(=O)N1CCN(CC1)C1=NC(=CC(=N1)C#N)C